O=C1NCC2=CC=C(C=C12)CC=1C=NC2=CC=NC=C2C1 3-((3-oxoisoindolin-5-yl)methyl)-1,6-naphthyridin